3-(5-cyclopropylisoxazol-3-yl)-7-fluoro-1-isopropyl-1H-pyrazolo[4,3-c]pyridin-4-amine C1(CC1)C1=CC(=NO1)C1=NN(C2=C1C(=NC=C2F)N)C(C)C